NC1=CC=CC(=N1)S(=O)(=O)NC1=NC(=C(C=C1)F)C1=C(C=CC=C1)C 6-amino-N-(5-fluoro-6-(o-tolyl)pyridin-2-yl)pyridine-2-sulfonamide